(R)-2-(8-(piperidin-3-ylamino)pyrido[2,3-d]pyridazin-5-yl)-5-(trifluoromethyl)phenol N1C[C@@H](CCC1)NC=1N=NC(=C2C1N=CC=C2)C2=C(C=C(C=C2)C(F)(F)F)O